(5-(4,4-difluoropiperidin-1-yl)-8-fluoro-[1,2,4]triazolo[4,3-c]pyrimidin-7-yl)-4-(2-hydroxyethylsulfonylamino)-2-(6-azaspiro[2.5]oct-6-yl)benzamide FC1(CCN(CC1)C1=NC(=C(C=2N1C=NN2)F)C=2C(=C(C(=O)N)C=CC2NS(=O)(=O)CCO)N2CCC1(CC1)CC2)F